CC1(CN(C1)CC(=O)NC=1C=C(C(=NC1)C)NC(=O)C1=NN=C2N1C=CC(=C2)C=2SC(=C(N2)CO)C)C N-(5-(2-(3,3-dimethylazetidin-1-yl)acetamido)-2-methylpyridin-3-yl)-7-(4-(hydroxymethyl)-5-methylthiazol-2-yl)-[1,2,4]triazolo[4,3-a]pyridine-3-carboxamide